N-(4-(cyclopent-1-en-1-yl)-2-(3,3-difluoropyrrolidin-1-yl)pyridin-3-yl)-2-isopropylpyrimidine-5-carboxamide C1(=CCCC1)C1=C(C(=NC=C1)N1CC(CC1)(F)F)NC(=O)C=1C=NC(=NC1)C(C)C